C(C)NC(NC=1N=CC2=CC(=NC=C2C1)C=1C=NC(=CC1C)C(CC)O)=O 3-ethyl-1-{7-[6-(1-hydroxypropyl)-4-methylpyridin-3-yl]-2,6-naphthyridin-3-yl}urea